F[C@H]1[C@H](CN(C1)C=1C=NC2=NC(=CC=C2C1)C1=CC2=CN(N=C2C(=C1OCOC)C)C)N(C(OC(C)(C)C)=O)C tert-butyl N-[(3S,4R)-4-fluoro-1-{7-[6-(methoxymethoxy)-2,7-dimethylindazol-5-yl]-1,8-naphthyridin-3-yl}pyrrolidine-3-yl]-N-methylcarbamate